C(C)(C)(C)OC(=O)N1C(CN(C(C1)C)C1=CC=C(C=2N=C(SC21)OC)C(NC2=CC1=CN(N=C1C(=C2)F)C)=O)C.C(C)(C)[NH+](C)C(C)C diisopropyl-(methyl)ammonium tert-butyl-4-[4-[(7-fluoro-2-methyl-indazol-5-yl)carbamoyl]-2-methoxy-1,3-benzothiazol-7-yl]-2,5-dimethyl-piperazine-1-carboxylate